2-[3,4-bis(mercaptomethylthio)-6-mercapto-2,5-dithiahexylthio]mercaptomethylthiomethyl-1,3-dithiacyclobutane SCSC(SCSSCSCC1SCS1)C(SCS)SCS